N-[6-(2-chloro-5-fluorophenyl)-2,8-dioxo-3-(2,2,2-trifluoroethyl)-7,8-dihydro-6H-[1,3]oxazolo[5,4-e]isoindol-5-yl]-3-fluoro-5-(trifluoromethyl)benzamide ClC1=C(C=C(C=C1)F)C1NC(C2=C3C(=CC(=C12)NC(C1=CC(=CC(=C1)C(F)(F)F)F)=O)N(C(O3)=O)CC(F)(F)F)=O